CN1N=CC(=C1)C=1C=C(C(=O)N[C@H](C(=O)O)CCCCOCCC2=NC=3NCCCC3C=C2)C=CC1 (S)-2-(3-(1-methyl-1H-pyrazol-4-yl)benzamido)-6-(2-(5,6,7,8-tetrahydro-1,8-naphthyridin-2-yl)ethoxy)hexanoic acid